N[C@@H](CCC(N)=O)C(=O)O L-(-)-glutamine